C1(=CC=CC=C1)CS(=O)(=O)OC1=C(O[C@@](C1=O)([2H])C1=CC=C(C=C1)F)N (S)-2-amino-5-(4-fluorophenyl)-4-oxo-4,5-dihydrofuran-3-yl-5-d phenylmethanesulfonate